1-N'-(4-fluorophenyl)-1-N-[4-[7-(1H-imidazol-5-yl)quinolin-4-yl]oxyphenyl]cyclopropane-1,1-dicarboxamide FC1=CC=C(C=C1)NC(=O)C1(CC1)C(=O)NC1=CC=C(C=C1)OC1=CC=NC2=CC(=CC=C12)C1=CN=CN1